3-chloropropylamino-2-propanol ClCCCNCC(C)O